7-chlorothieno[3,2-d]pyrimidin-4-ol ClC1=CSC2=C1N=CN=C2O